4-(isoindol-5-yl)morpholine C=1NC=C2C=C(C=CC12)N1CCOCC1